4-propenyl-benzyl bromide C(=CC)C1=CC=C(CBr)C=C1